N1CC(OCC1)C(=O)OC methyl morpholine-2-carboxylate